C(C)(C)(C)OC(=O)N1CC2COCC(C1)N2C2=NC(=NC1=C(C(=C(C=C21)C(F)(F)F)Br)F)Cl 9-(7-bromo-2-chloro-8-fluoro-6-(trifluoromethyl)quinazolin-4-yl)-3-oxa-7,9-diazabicyclo[3.3.1]nonane-7-carboxylic acid tert-butyl ester